ClC1=CC=C(CC2=CN=C(S2)N)C=C1 5-(4-chlorobenzyl)thiazole-2-amine